C(CC)OC(=O)C1=CC(=NN1C)C(=O)N1C[C@H](CC1)NC1=NC=CC2=CC=C(C=C12)C1=NOC(=N1)C (S)-1-methyl-3-(3-((7-(5-methyl-1,2,4-oxadiazol-3-yl)isoquinolin-1-yl)amino)pyrrolidine-1-carbonyl)-1H-pyrazole-5-carboxylic acid propyl ester